4-(6-(3-(4-ethynylphenoxy)pyrrolidin-1-yl)pyridin-3-yl)-2-fluoro-6-hydroxypyrazolo[1,5-a]pyridine-3-carbonitrile C(#C)C1=CC=C(OC2CN(CC2)C2=CC=C(C=N2)C=2C=3N(C=C(C2)O)N=C(C3C#N)F)C=C1